(chloromethyl)-1-fluoro-2,3-dimethoxy-benzene ClCC1=C(C(=C(C=C1)F)OC)OC